COC(=O)C1CN(CCC1)C1=NC=NC2=C(C=C(C=C12)Cl)C 1-(6-chloro-8-methyl-quinazolin-4-yl)piperidine-3-carboxylic acid methyl ester